BrCC=1C=C(C=C2C(N(C=3N(C12)C=NC3C(=O)N(C)C)C)=O)C 9-(bromomethyl)-N,N,4,7-tetramethyl-5-oxo-imidazo[1,5-a]quinazoline-3-carboxamide